C(C)(C)C1(CC(C1)(OC)OC)C=O 1-isopropyl-3,3-dimethoxycyclobutane-1-carbaldehyde